FC1(CC2(C1)CN(CC2)C2=NC=CC1=C2N=C(N=C1)NC1=NC=C(C=C1)N1CC2(C1)CN(C2)CC)F 8-(2,2-difluoro-6-azaspiro[3.4]oct-6-yl)-N-(5-(6-ethyl-2,6-diazaspiro[3.3]heptan-2-yl)pyridin-2-yl)pyrido[3,4-d]pyrimidin-2-amine